(1S,2R,4aS,6aR,6aS,6bR,8R,8aR,9R,10R,11R,12aR,14bS)-8,10,11-trihydroxy-9-(hydroxymethyl)-1,2,6a,6b,9,12a-hexamethyl-2,3,4,5,6,6a,7,8,8a,10,11,12,13,14b-tetradecahydro-1H-picene O[C@@H]1C[C@]2([C@]3(CC[C@@H]4CC[C@H]([C@@H]([C@H]4C3=CCC2[C@]2(C[C@H]([C@@H]([C@@]([C@H]12)(C)CO)O)O)C)C)C)C)C